ClC=1C=CC(=C(C1)C1=CC(N(C=C1OC)C(C(=O)NC1=CC=C(C(=O)O)C=C1)CCOC)=O)C=1OC(=NN1)C(F)F 4-({2-[4-{5-chloro-2-[5-(difluoromethyl)-1,3,4-oxadiazol-2-yl]phenyl}-5-methoxy-2-oxopyridin-1(2H)-yl]-4-methoxybutyryl}amino)benzoic acid